C(=O)O.C1OCC12CN(C2)C(=O)OC2=C1C=CNC1=CC=C2 indol-4-yl 2-oxa-6-azaspiro[3.3]heptane-6-carboxylate formate